C(#N)COC1=C(C(=C(C=C1)C1=CN=C(N1C)C(=O)NC1=CC(=C(C(=O)NCCNC(=O)C2(CCNCC2)O)C=C1)C)F)F N-[2-[[4-[[5-[4-(cyanomethoxy)-2,3-difluoro-phenyl]-1-methyl-imidazole-2-carbonyl]amino]-2-methyl-benzoyl]amino]ethyl]-4-hydroxy-piperidine-4-carboxamide